2-amino-3-(1H-imidazol-4-yl)-N-[(1r,3s)-3-{[6-methyl-2-(trifluoromethyl)quinolin-4-yl]amino}cyclohexyl]propanamide lithium [Li].NC(C(=O)N[C@H]1C[C@H](CCC1)NC1=CC(=NC2=CC=C(C=C12)C)C(F)(F)F)CC=1N=CNC1